C(C)(=O)O[C@H]1[C@@H](SC2=CC3=CC=CC(=C3C=C2)N(C)C)O[C@@H]([C@@H]([C@@H]1N1N=NC(=C1)C1=CC(=C(C(=C1)F)F)F)OC(C)=O)COC(C)=O 5-Dimethylamino-naphthalen-2-yl 2,4,6-tri-O-acetyl-3-deoxy-3-[4-(3,4,5-trifluorophenyl)-1H-1,2,3-triazol-1-yl]-1-thio-α-D-galactopyranoside